[N+](=O)([O-])C1=CC=C(C=C1)N1CCN(CC1)CCN1C(C2=CC=CC=C2C1=O)=O 2-(2-(4-(4-Nitrophenyl)piperazin-1-yl)ethyl)isoindoline-1,3-dione